(2R)-2-[(3R)-3,4-dimethylpiperazin-1-yl]-N-(3-{2-[(3-methoxy-1-methyl-1H-pyrazol-4-yl)amino]-5-methylpyrimidin-4-yl}-1H-indol-7-yl)propanamide C[C@@H]1CN(CCN1C)[C@@H](C(=O)NC=1C=CC=C2C(=CNC12)C1=NC(=NC=C1C)NC=1C(=NN(C1)C)OC)C